NCCNC(C(=C)C)=O N-β-aminoethyl-methacrylamide